COC1=C2C(C=C(OC2=C(C(=C1OC)OC)OC)C1=CC=C(C=C1)OC)=O 5,6,7,8-tetramethoxy-2-(4-methoxyphenyl)chromen-4-one